4-(2-cyclopropyl-6-(trifluoromethyl)pyridin-4-yl)-2H-1,2,3-triazole C1(CC1)C1=NC(=CC(=C1)C1=NNN=C1)C(F)(F)F